FC1=C(C=CC=C1)C=1N(C=C(C1)CNC)S(=O)(=O)C=1C=C(C=NC1)S 5-((2-(2-fluorophenyl)-4-((methylamino)methyl)-1H-pyrrol-1-yl)sulfonyl)pyridine-3-thiol